S1C(=NC2=C1C=CC=C2)NC(=O)C=2C=CC=C1CCN(CC21)C2=CC=C(C(=N2)C(=O)OC(C)(C)C)C2=C(C(=CC=C2)OC2CC1(C2)CCN(CC1)CC(=O)OCC)C tert-butyl 6-(8-(benzo[d]thiazol-2-ylcarbamoyl)-3,4-dihydroisoquinolin-2(1H)-yl)-3-(3-((7-(2-ethoxy-2-oxoethyl)-7-azaspiro[3.5]nonan-2-yl)oxy)-2-methylphenyl)picolinate